FC1=C(C(=O)N2[C@H]([C@H](CC3=CC=CC=C23)C(=O)NC2=CC(=C(C=C2)C)C(F)(F)F)C2=CC=C(C=C2)NC2CCOCC2)C(=CC=C1)C (2R,3S)-1-(2-fluoro-6-methylbenzoyl)-N-(4-methyl-3-(trifluoromethyl)phenyl)-2-(4-((tetrahydro-2H-pyran-4-yl)amino)phenyl)-1,2,3,4-tetrahydroquinoline-3-carboxamide